O([Si](C)(C)C(C)(C)C)[C@H](C)C1[C@H](NC1=O)CC(=O)O 2-((2R)-3-((R)-1-(tert-butyldimethylsiloxy)ethyl)-4-oxoazetidin-2-yl)Acetic acid